(S)-N-((3S,4R)-4-((4,4-difluorocyclohexyl)methoxy)-2-hydroxy-2-methylpentan-3-yl)-2-(1H-pyrazol-3-yl)-6-(thiazole-5-carbonyl)-2,6-diazaspiro[3.4]octane-8-carboxamide FC1(CCC(CC1)CO[C@@H]([C@@H](C(C)(C)O)NC(=O)[C@@H]1CN(CC12CN(C2)C2=NNC=C2)C(=O)C2=CN=CS2)C)F